P(=O)(OCC(C)Cl)(OCC(C)Cl)OCC(C)Cl tris(beta-chloropropyl) phosphate